6-iodo-1,3-benzodioxol-5-amine IC=1C(=CC2=C(OCO2)C1)N